7-chloro-8-methyl-4-[(2R)-2-methylazetidin-1-yl]-2-(methylsulfanyl)pyrano[4,3-d]pyrimidin-5-one ClC1=C(C=2N=C(N=C(C2C(O1)=O)N1[C@@H](CC1)C)SC)C